C(C)O[Si](CCCN)(OCC)OCC 3-(triethoxysilyl)-1-propaneamine